N-tert-butyl-2-(1-methyl-1H-pyrazol-5-yl)pyrido[3,4-d]pyrimidin-4-amine C(C)(C)(C)NC=1C2=C(N=C(N1)C1=CC=NN1C)C=NC=C2